C(=O)O.ClC=1C=CC=C2C=CC=C(C12)C=1CCC=2C(=NC(=NC2C1)OC[C@H]1N(CCC1)C)N1C[C@@H](N(CC1)C(C(=C([2H])[2H])[2H])=O)CC#N 2-((S)-4-(7-(8-chloronaphthalen-1-yl)-2-(((S)-1-methylpyrrolidin-2-yl)methoxy)-5,6-dihydroquinazolin-4-yl)-1-(2,3,3-trideuteropropan-2-enoyl)piperazin-2-yl)acetonitrile formate